1-(5-bromo-2,4-dimethyl-1H-pyrrole-3-yl)ethane-1-one BrC1=C(C(=C(N1)C)C(C)=O)C